(3S)-3-(hydroxymethyl)piperidine-1-carboxylic acid tert-butyl ester C(C)(C)(C)OC(=O)N1C[C@H](CCC1)CO